(7-((5-bromo-2-chloropyrimidin-4-yl)amino)imidazo[1,2-a]pyridin-8-yl)dimethylphosphine oxide BrC=1C(=NC(=NC1)Cl)NC1=C(C=2N(C=C1)C=CN2)P(C)(C)=O